(8-(4-(2,6-bis(benzyloxy)pyridin-3-yl)phenyl)-1-oxa-8-azaspiro[4.5]decan-3-yl)methanol C(C1=CC=CC=C1)OC1=NC(=CC=C1C1=CC=C(C=C1)N1CCC2(CC(CO2)CO)CC1)OCC1=CC=CC=C1